Cl.C(C1=CC=CC=C1)C1=CC2=C(C=N1)C(CN2C(CN2[C@H](CN[C@@H](C2)C)C(=O)N(C)C)=O)(C)C (2R,5R)-1-(2-{6-Benzyl-3,3-dimethyl-1H,2H,3H-pyrrolo[3,2-c]pyridin-1-yl}-2-oxoethyl)-N,N,5-trimethyl-piperazine-2-carboxamide, hydrochloride salt